5-amino-3-chloro-6-(2-chloro-5-fluorophenyl)-6-hydroxy-2-methyl-7,8-dihydro-6H-pyrrolo[4,3-g]indazol-8-one NC1=CC2=C(N(N=C2C2=C1C(NC2=O)(O)C2=C(C=CC(=C2)F)Cl)C)Cl